1,4-dimethyl-7-propan-2-ylidene-1,2,3,3a,5,6,8,8a-octahydroazulen-4-ol CC1CCC2C(CCC(CC12)=C(C)C)(O)C